N-(4-chloro-2,6-dimethylnicotinyl)-O-(3-(2-(5,6,7,8-tetrahydro-1,8-naphthyridin-2-yl)ethyl)cyclobutyl)-homoserine ClC1=CC(=NC(=C1CN[C@@H](CCOC1CC(C1)CCC1=NC=2NCCCC2C=C1)C(=O)O)C)C